C(C)(C)(C)OC(=O)NC=1C(=NC=C(C(=O)OCC)C1)C ethyl 5-((tert-butoxycarbonyl)amino)-6-methylnicotinate